C(C)(=O)OC1(CCN(CC1)C1=C(O[C@@H]2CN(CC2)C(=O)OC(C)(C)C)C=CC(=C1)C(=O)OC)C tert-butyl (S)-3-(2-(4-acetoxy-4-methylpiperidin-1-yl)-4-(methoxycarbonyl)phenoxy)pyrrolidine-1-carboxylate